2-[4-(4-carboxy-phenyl)-6-(4-methyl-piperazin-1-yl)-pyrimidin-2-ylamino]-4-methylthiazole-5-carboxylic acid ethyl ester C(C)OC(=O)C1=C(N=C(S1)NC1=NC(=CC(=N1)C1=CC=C(C=C1)C(=O)O)N1CCN(CC1)C)C